C12N(CC(NC1)CC2)C=2C1=C(N=C(N2)OC([2H])([2H])[C@]23CCCN3C[C@@H](C2)F)C(=C(N=C1)C1=CC(=CC2=CC=C(C(=C12)CC)F)O)F 4-(4-(2,5-Diazabicyclo[2.2.2]octan-2-yl)-8-fluoro-2-(((2R,7aS)-2-fluorotetrahydro-1H-pyrrolizin-7a(5H)-yl)methoxy-d2)pyrido[4,3-d]pyrimidin-7-yl)-5-ethyl-6-fluoronaphthalen-2-ol